S1C(=CC=C1C(=O)Cl)C(=O)Cl thiophene-2,5-dicarbonyl dichloride